1,1-di(4-fluorophenyl)-allyl alcohol FC1=CC=C(C=C1)C(C=C)(C1=CC=C(C=C1)F)O